[Li].N1=CC=CC2=CC=CC=C12.N1=CC=CC2=CC=CC=C12.N1=CC=CC2=CC=CC=C12 triquinoline lithium